BrC1=CC=C(C=C1)NS(=O)(=O)C=1C=C(C(=O)N(C)C)C=CC1 3-(N-(4-bromophenyl)sulfamoyl)-N,N-dimethylbenzamide